N=1N(N=CC1)C1=C(C=C(C=N1)NC(=O)C1CC(C2=C1C=NC=1N2N=C(C1)F)(C1=NN(C=C1)C)C)C(F)(F)F N-(6-(2H-1,2,3-triazol-2-yl)-5-(trifluoromethyl)pyridin-3-yl)-2-fluoro-8-methyl-8-(1-methyl-1H-pyrazol-3-yl)-7,8-dihydro-6H-cyclopenta[e]pyrazolo[1,5-a]pyrimidine-6-carboxamide